CN1C(=NC=C1C=1C=C2C=C(N=CC2=CC1)NC(=O)C1CCN(CC1)C(CN1CCCC1)=O)C N-(6-(1,2-dimethyl-1H-imidazol-5-yl)isoquinolin-3-yl)-1-(2-(pyrrolidin-1-yl)acetyl)piperidine-4-carboxamide